C1=C(C=CC=2C3=CC=CC=C3C3(C12)C1=CC=CC=C1C=1C=CC(=CC13)N)N 9,9'-spirobifluorene-2,2'-diamine